N-[(1S,2S)-2-hydroxycyclohexyl]-4-methyl-3-{[(6-phenylpyrazin-2-yl)methyl]amino}benzamide O[C@@H]1[C@H](CCCC1)NC(C1=CC(=C(C=C1)C)NCC1=NC(=CN=C1)C1=CC=CC=C1)=O